3-(1-cyclopentyl-1H-benzo[d][1,2,3]triazol-5-yl)-5-(3-methoxyphenyl)-1,2,4-oxadiazole C1(CCCC1)N1N=NC2=C1C=CC(=C2)C2=NOC(=N2)C2=CC(=CC=C2)OC